ClC1=NN2C(C(=N1)NC=1N=CN(C1)C1=CC(=C(C(=C1)OC)OC)OC)=CC=C2 2-chloro-N-(1-(3,4,5-trimethoxyphenyl)-1H-imidazol-4-yl)pyrrolo[2,1-f][1,2,4]triazin-4-amine